(2-methylindazol-5-yl)boronic acid CN1N=C2C=CC(=CC2=C1)B(O)O